3-(5-(difluoromethyl)-1,3,4-thiadiazol-2-yl)-N-(3-(fluoromethyl)oxetan-3-yl)-1-(2-methoxyethyl)-2-oxo-2,3-dihydro-1H-benzo[d]imidazole-5-sulfonamide FC(C1=NN=C(S1)N1C(N(C2=C1C=C(C=C2)S(=O)(=O)NC2(COC2)CF)CCOC)=O)F